[Si](C1=CC=CC=C1)(C1=CC=CC=C1)(C(C)(C)C)OCC=1C=CC=2C=3C(C=NC2C1)=NNC3 7-(((tert-butyldiphenylsilyl)oxy)methyl)-2H-pyrazolo[3,4-c]quinoline